CN1C(=CC(=C1)NC(=O)C=1N(C=C(N1)NC(=O)C=1N(C=C(C1)NC(=O)C=1N(C=C(C1)NC(=O)C=1N(C=CN1)C)C)C)C)C(=O)OC methyl 1-methyl-4-(1-methyl-4-{1-methyl-4-[1-methyl-4-(1-methylimidazole-2-amido)pyrrole-2-amido]pyrrole-2-amido}imidazole-2-amido)pyrrole-2-carboxylate